N-[(1R,3S)-3-{[6-fluoro-2-(trifluoromethyl)quinolin-4-yl]amino}cyclohexyl]imidazo[1,2-a]pyrimidine-6-carboxamide FC=1C=C2C(=CC(=NC2=CC1)C(F)(F)F)N[C@@H]1C[C@@H](CCC1)NC(=O)C=1C=NC=2N(C1)C=CN2